N1(CCCC1)C=1C=C(C=CC1)NC(=O)CC(=O)O 2-([3-(PYRROLIDIN-1-YL)PHENYL]CARBAMOYL)ACETIC ACID